3-[[3-fluoro-2-(methylsulfamoylamino)-4-pyridyl]methyl]-4-methyl-7-pyrimidin-2-yloxychroman-2-one FC=1C(=NC=CC1CC1C(OC2=CC(=CC=C2C1C)OC1=NC=CC=N1)=O)NS(NC)(=O)=O